1-(3-(5-methoxy-3-(4-(trifluoro-methyl)phenyl)-1H-pyrazolo[3,4-b]pyridin-1-yl)pyrrolidin-1-yl)-prop-2-en-1-one COC=1C=C2C(=NC1)N(N=C2C2=CC=C(C=C2)C(F)(F)F)C2CN(CC2)C(C=C)=O